FC1=C(CC=2NC(=NN2)C(=O)NC2=NC=CC(=C2)C2=C(C=CC(=C2)OCCCC(C)(C)O)C)C=C(C=C1)F 5-(2,5-difluorobenzyl)-N-(4-(5-((4-hydroxy-4-methylpentyl)oxy)-2-methylphenyl)pyridin-2-yl)-4H-1,2,4-triazole-3-carboxamide